C(C)(C)(C)N1N=C(C=C1NC(CC1=CC(=NO1)C)=O)C1CC(C1)CO[Si](C1=CC=CC=C1)(C1=CC=CC=C1)C(C)(C)C N-(1-(tert-butyl)-3-(3-(((tert-butyldiphenylsilyl)oxy)methyl)cyclobutyl)-1H-pyrazol-5-yl)-2-(3-methylisoxazol-5-yl)acetamide